C(C)(=O)C1=NN(C2=CC=C(C=C12)C=1C=NC(=NC1)C)CC(=O)N1[C@@H](C[C@H](C1)F)C(=O)NC1=NC(=CC=C1)OCCCCC (2S,4R)-1-(2-(3-acetyl-5-(2-methylpyrimidin-5-yl)-1H-indazol-1-yl)acetyl)-4-fluoro-N-(6-(pentyloxy)pyridin-2-yl)pyrrolidine-2-carboxamide